C(C)(C)(C)OC(=O)N[C@H]1C[C@H](C1)OC=1C=CC(=NC1)C(=O)O 5-(cis-3-((tert-Butoxycarbonyl)amino)cyclobutoxy)picolinic acid